(4R)-4-[3-Oxo-3-[3-[5-[[1-(trifluoromethyl)cyclopropyl]methylamino]-2-pyridyl]azetidin-1-yl]propyl]oxazolidin-2-one O=C(CC[C@H]1NC(OC1)=O)N1CC(C1)C1=NC=C(C=C1)NCC1(CC1)C(F)(F)F